[Cl-].C(C)[N+](CCCCCCCCCC)(C1=CC=CC=C1)C ethylmethylphenyl-decyl-ammonium chloride